7a-(4-bromophenyl)-6-(((2-hydroxyethyl)(methyl)amino)methyl)-4-methoxy-7-phenyl-5,6,7,7a-tetrahydro-4bH-cyclopenta[4,5]furo[2,3-c]pyridine-4b,5-diol BrC1=CC=C(C=C1)C12C(C3=C(C=NC=C3OC)O1)(C(C(C2C2=CC=CC=C2)CN(C)CCO)O)O